7-Chloro-6-((4-(4-methylpiperazin-1-yl)phenyl)amino)chinolin-5,8-dion ClC1=C(C(C=2C=CC=NC2C1=O)=O)NC1=CC=C(C=C1)N1CCN(CC1)C